N1CCCCC1.COP(=O)(OC)[O-].C(CCC)[P+](C)(CCCC)CCCC tributyl-(methyl)phosphonium dimethylphosphate Piperidine salt